NC=1C2=C(N=CN1)N(C=C2C2=CC=C(C=1N2C(=CN1)C)NC(=O)NC1=NOC(=C1)C1(CC1)C(F)(F)F)C1CC1 1-(5-(4-amino-7-cyclopropyl-7H-pyrrolo[2,3-d]pyrimidin-5-yl)-3-methylimidazo[1,2-a]-pyridin-8-yl)-3-(5-(1-(tri-fluoromethyl)cyclopropyl)-isoxazol-3-yl)urea